6-chloro-5-bromobenzo[1,2-d][1,2,3]Oxadiazole ClC1=CC2=C(N=NO2)C=C1Br